methyl (S)-2-((4-(3-((4-cyano-2-fluorophenylmethyl) oxy) phenyl) piperidin-1-yl) methyl)-3-(oxetan-2-ylmethyl)-3H-imidazo[4,5-b]pyridine-5-carboxylate C(#N)C1=CC(=C(C=C1)COC=1C=C(C=CC1)C1CCN(CC1)CC1=NC=2C(=NC(=CC2)C(=O)OC)N1C[C@H]1OCC1)F